CC1=CC(OC2=CC(=C(C=C12)C)N(CC)CC)=O 4,6-dimethyl-7-diethylaminocoumarin